The molecule is a tertiary alcohol that is butan-1-ol substituted by two phenyl groups at position 1 and a piperidin-1-yl group at position 4. It has a role as an antiemetic. It is a member of piperidines, a tertiary alcohol and a member of benzenes. C1CCN(CC1)CCCC(C2=CC=CC=C2)(C3=CC=CC=C3)O